1,4-butylene oxalate C1(C(=O)OCCCCO1)=O